NC1=NC=CC(=C1)C[C@@H]1[C@H](N(C1=O)C(=O)N[C@H](CC)C1=C(C(=CC=C1)F)C)C(=O)N(C)C1=NN(C=C1)C (2S,3R)-3-((2-aminopyridin-4-yl)methyl)-N2-(1-methyl-1H-pyrazol-3-yl)-N1-((R)-1-(2-methyl-3-fluorophenyl)propyl)-N2-methyl-4-oxoazetidine-1,2-dicarboxamide